ethyl 2,4,6-trimethylbenzoylphenyl phosphate P(=O)(OCC)(OC1=C(C=CC=C1)C(C1=C(C=C(C=C1C)C)C)=O)[O-]